C(C)OC(CCC1=CC2=C(N(N=N2)C)C(=C1)OC)=O 3-(7-methoxy-1-methyl-1H-benzo[d][1,2,3]triazol-5-yl)propionic acid ethyl ester